CC1(C2(CC2)CCC2(C1)OCCO2)C 4,4-dimethyl-7,10-dioxadispiro[2.2.46.23]Dodecane